C(C)(C)(C)C1=C(OCC(=O)NC2=C(C(=O)O)C=C(C=C2)O)C=CC=C1 2-(2-(2-(tert-butyl)phenoxy)acetamido)-5-hydroxybenzoic acid